tert-butyl (R)-(1-((5-(tert-butyl)-6-(2-methoxy-4-(trifluoromethyl)phenyl)pyridazin-3-yl)amino)-1-oxopropan-2-yl)carbamate C(C)(C)(C)C=1C=C(N=NC1C1=C(C=C(C=C1)C(F)(F)F)OC)NC([C@@H](C)NC(OC(C)(C)C)=O)=O